5-chloro-3-methyl-2-(1-methyl-5-(2,2,2-trifluoroethoxy)-1H-imidazo[4,5-b]pyridin-2-yl)phenol ClC=1C=C(C(=C(C1)O)C=1N(C=2C(=NC(=CC2)OCC(F)(F)F)N1)C)C